2,6-dibutyl-hydroquinone C(CCC)C1=C(O)C(=CC(=C1)O)CCCC